5-(3-carboxymethyloxyphenyl)-2-(4-sulfophenyl)-2H-tetrazolium C(=O)(O)COC=1C=C(C=CC1)C=1N=NN([NH+]1)C1=CC=C(C=C1)S(=O)(=O)O